NC=1C(=C(C=CC1)SC=1N=CC(=NC1C)N1CCC2(CCC[C@H]2N)CC1)Cl (R)-8-(5-((3-amino-2-chlorophenyl)thio)-6-methylpyrazin-2-yl)-8-azaspiro[4.5]decan-1-amine